FC1([C@@H]2[C@H](N([C@H](C1)CC2)C(=O)C2(C1=CC=CC=C1C=1C=CC=CC21)O)C(=O)N[C@H](C[C@H]2C(NCC2)=O)\C=C(/S(=O)(=O)C)\F)F (1S,3S,4S)-5,5-difluoro-N-((R,Z)-4-fluoro-4-(methylsulfonyl)-1-((S)-2-oxopyrrolidin-3-yl)but-3-en-2-yl)-2-(9-hydroxy-9H-fluorene-9-carbonyl)-2-azabicyclo[2.2.2]octane-3-carboxamide